1-(allylsulfonyl)-3-methoxyisoquinoline C(C=C)S(=O)(=O)C1=NC(=CC2=CC=CC=C12)OC